CC1(OB(OC1(C)C)C=1C=C(C=NC1)O)C 5-(4,4,5,5-tetramethyl-1,3,2-dioxaborolan-2-yl)pyridin-3-ol